(3R,4S)-3-(dimethylamino)-4-hydroxypyrrolidine-1-carboxylic acid tert-butyl ester C(C)(C)(C)OC(=O)N1C[C@H]([C@H](C1)O)N(C)C